(2R,3R,4S,5R)-4-[[3-[2-(Difluoromethoxy)-4-fluorophenyl]-4,5-dimethyl-5-(trifluoromethyl)tetrahydrofuran-2-carbonyl]amino]-N-methyl-pyridin-2-carboxamid FC(OC1=C(C=CC(=C1)F)[C@@H]1[C@@H](O[C@]([C@H]1C)(C(F)(F)F)C)C(=O)NC1=CC(=NC=C1)C(=O)NC)F